C1(=CC=CC=C1)C#CC1C(NOC2=C1C=CC=C2)=O 4-phenylethynyl-benzoxazinone